1-(11Z-docosenoyl)-2-(6Z,9Z,12Z-octadecatrienoyl)-glycero-3-phosphocholine CCCCCCCCCC/C=C\CCCCCCCCCC(=O)OC[C@H](COP(=O)([O-])OCC[N+](C)(C)C)OC(=O)CCCC/C=C\C/C=C\C/C=C\CCCCC